O1C(=NC2=C1C=CC=C2)C2(CCN(CC2)C(=O)NC2=C(C=CC=C2C=2CCN(CC2)C(C)C)F)C 4-(1,3-benzooxazol-2-yl)-N-{2-fluoro-6-[1-(propane-2-yl)-1,2,3,6-tetrahydropyridin-4-yl]phenyl}-4-methylpiperidine-1-carboxamide